(2S,6S)-6-((4-bromophenoxy)methyl)-2-(fluoromethyl)-2-(methoxymethyl)-1,4-dioxan BrC1=CC=C(OC[C@@H]2COC[C@@](O2)(COC)CF)C=C1